5,6-dihydro-4H-cyclopenta[d]thiazole-2-carboxylic acid ethyl ester C(C)OC(=O)C=1SC2=C(N1)CCC2